1,3,5-tris[2-[3-(3,5-di-t-butyl-4-hydroxyphenyl)propionyloxy]ethyl]hexahydro-1,3,5-triazine-2,4,6-trione C(C)(C)(C)C=1C=C(C=C(C1O)C(C)(C)C)CCC(=O)OCCN1C(N(C(N(C1=O)CCOC(CCC1=CC(=C(C(=C1)C(C)(C)C)O)C(C)(C)C)=O)=O)CCOC(CCC1=CC(=C(C(=C1)C(C)(C)C)O)C(C)(C)C)=O)=O